4-((2s,5r)-4-((4,4-difluorocyclohexyl)methyl)-2,5-diethylpiperazin-1-yl)-1-methyl-2-oxo-1,2-dihydropyrido[3,2-d]pyrimidine-6-carbonitrile FC1(CCC(CC1)CN1C[C@@H](N(C[C@H]1CC)C=1C2=C(N(C(N1)=O)C)C=CC(=N2)C#N)CC)F